(S)-N-(2,2,2-trifluoro-1-(5-fluoro-1-neopentyl-6-(2-(trifluoromethoxy)phenyl)-1H-indol-3-yl)ethyl)cyclopropanesulfonamide FC([C@H](C1=CN(C2=CC(=C(C=C12)F)C1=C(C=CC=C1)OC(F)(F)F)CC(C)(C)C)NS(=O)(=O)C1CC1)(F)F